CC1=NC=NC(=C1C(=O)N1CCC(CC1)(C)N1C[C@@H](N(CC1)[C@@H](COC)C1=CC=C(C=C1)C(F)(F)F)C)C (4,6-dimethylpyrimidin-5-yl)-[4-[(3S)-4-[(1R)-2-methoxy-1-[4-(trifluoromethyl)phenyl]ethyl]-3-methylpiperazin-1-yl]-4-methylpiperidin-1-yl]methanone